7-Azaspiro[3.5]nonan-2-yl-(7-fluoro-6-(8-methyl-2,3-dihydro-1H-pyrido[2,3-b][1,4]oxazin-7-yl)isochinolin-3-yl)carbamat C1C(CC12CCNCC2)OC(NC=2N=CC1=CC(=C(C=C1C2)C2=C(C1=C(OCCN1)N=C2)C)F)=O